C1(CC2C(CC1)O2)CC[Si](CCCCCC)(CCCCCC)CCCCCC [2-(3,4-epoxycyclohexyl)ethyl]trihexylsilane